O=C1C(NC(C(NC(C(SSCCCNCCNCCN1)=O)=O)=O)C(C)C)=O pentaoxo-7-propan-2-yl-1,2-dithia-5,8,11,14,17-pentazacycloicosane